N1N=CC(=C1)C1=CC2=C(N(C=N2)CCC[C@H]2NCCC[C@@H]2O)C=C1 (2R,3S)-2-(3-(5-(1H-pyrazol-4-yl)-1H-benzo[d]imidazol-1-yl)propyl)piperidin-3-ol